N-[(1S)-1-{[(1S)-4-(carbamoylamino)-1-[(4-methylphenyl)carbamoyl]butyl]carbamoyl}-2-methylpropyl]-6-(2,5-dioxo-2,5-dihydro-1H-pyrrol-1-yl)hexanamide C(N)(=O)NCCC[C@@H](C(NC1=CC=C(C=C1)C)=O)NC(=O)[C@H](C(C)C)NC(CCCCCN1C(C=CC1=O)=O)=O